CC=1N=C(OC1)NC(N)=O 3-(4-methyloxazol-2-yl)urea